N1(C=NC=C1)C1=NC=CC(=N1)C(=O)NC=1C=C(C=CC1)C 2-(1H-imidazol-1-yl)-N-(m-tolyl)pyrimidine-4-carboxamide